[C@H]12CN(C[C@H](CC1)N2)C=2C1=C(N=C(N2)OCCC)C(=C(N=C1)C1=CC(=CC2=CC=CC=C12)O)F 4-(4-((1R,5S)-3,8-diazabicyclo[3.2.1]octan-3-yl)-8-fluoro-2-propoxypyrido[4,3-d]pyrimidin-7-yl)naphthalen-2-ol